5-(1-methyl-1H-pyrazol-4-yl)-N-(2-(trifluoromethoxy)phenyl)-thieno[3,2-b]pyridin-3-amine CN1N=CC(=C1)C1=CC=C2C(=N1)C(=CS2)NC2=C(C=CC=C2)OC(F)(F)F